(6-bromo-pyridine-3-yl)-ethyl acetate C(C)(=O)OCCC=1C=NC(=CC1)Br